3-((tert-Butoxycarbonyl)amino)-4,4,4-trifluorobutanoic acid ethyl ester C(C)OC(CC(C(F)(F)F)NC(=O)OC(C)(C)C)=O